C(C)(=O)C=1C(=NNC1C1=CC=C(C=C1)OC)C(=O)O 4-acetyl-5-(4-methoxyphenyl)-1H-pyrazole-3-carboxylic acid